trans-Methyl 4-((3-(2-cyclopropylthiazol-5-yl)phenyl)((4-(4-methoxy-3-methylphenyl)bicyclo[2.2.2]octan-1-yl)methyl)carbamoyl)-cyclohexanecarboxylate C1(CC1)C=1SC(=CN1)C=1C=C(C=CC1)N(C(=O)[C@@H]1CC[C@H](CC1)C(=O)OC)CC12CCC(CC1)(CC2)C2=CC(=C(C=C2)OC)C